FC1=C(C(=O)O)C=CC(=C1)C1=NN(C=N1)C1=CC=C(C=C1)C(F)(F)F 2-fluoro-4-(1-(4-(trifluoromethyl)phenyl)-1H-1,2,4-triazol-3-yl)benzoic acid